tert-butyl 4-(3-(4-bromo-3-methylphenoxy)-2-methylpropyl)piperidine-1-carboxylate BrC1=C(C=C(OCC(CC2CCN(CC2)C(=O)OC(C)(C)C)C)C=C1)C